C(C)OC(C1=C(C(=CC(=C1)NC(=O)C1(CC1)C1=CC=C(C=C1)Cl)F)C=1C=NN(C1)C1CCC1)=O 5-({[1-(4-chlorophenyl)cyclopropyl]carbonyl}amino)-2-(1-cyclobutyl-1H-pyrazol-4-yl)-3-fluorobenzoic acid ethyl ester